FC(CC(C1=CSC=C1)NC(C)=O)(C1=NC2=C(N1C)C=CC=C2)F N-(3,3-difluoro-3-(1-methyl-1H-benzo[d]imidazol-2-yl)-1-(thiophen-3-yl)propyl)acetamide